C(#N)N1C[C@@H](C[C@H]1COC)NC(=O)C=1OC(=NN1)C1=CC(=CC=C1)C#N N-((3R,5S)-1-Cyano-5-(methoxymethyl)pyrrolidin-3-yl)-5-(3-cyanophenyl)-1,3,4-oxadiazole-2-carboxamide